C1(=CC=CC=C1)C1=C(C(=NN=N1)C=1C(=C(C=CC1)C=1C(=CC=CC1)C1=CC=CC=C1)C1=C(C(=CC=2C3=CC=CC=C3CC12)C)C)C1=C(C(=CC=2C3=CC=CC=C3CC12)C)C [phenyl-(dimethylfluorenyl)triazineyl](dimethylfluorenyl)terbenzene